C(CCC)C1NS(C2=C(N(C1)C1=CC=CC=C1)C=C(C(=C2)O\C=C(\C(=O)O)/F)SCC)(=O)=O racemic-(Z)-3-((3-butyl-7-(ethylthio)-1,1-dioxido-5-phenyl-2,3,4,5-tetrahydro-1,2,5-benzothiadiazepin-8-yl)oxy)-2-fluoroacrylic acid